C(C1=CC=CC=C1)(=O)OCC(COC(C1=CC=CC=C1)=O)CCC 2-propyl-1,3-propylene glycol dibenzoate